C1(CCC1)[C@H](C)NC(=O)C1=CC2=CC=CC(=C2C=C1)OC1=CC=C(C=C1)C(F)(F)F (S)-N-(1-cyclobutylethyl)-5-(4-(trifluoromethyl)phenoxy)-2-naphthamide